C(C)C=1C(=CC=C2C=C(C=C(C12)C1=C(C=2N=C(N=C(C2C=N1)C1S(CCC12CNCCC2)(=O)=O)OC[C@]21CCCN1C[C@@H](C2)F)F)O)F (7-(8-ethyl-7-fluoro-3-hydroxynaphthalen-1-yl)-8-fluoro-2-(((2R,7aS)-2-fluorohexahydro-1H-pyrrolizin-7a-yl)methoxy)pyrido[4,3-d]pyrimidin-4-yl)-2-thia-7-azaspiro[4.5]decane 2,2-dioxide